ONC(\C=C\C1=C(C=CC=C1)NCC1=CC(=CC=C1)CN1CCOCC1)=O (E)-N-hydroxy-3-(2-((3-(morpholinomethyl)benzyl)amino)phenyl)acrylamide